2,6-dimethoxy-1,4-phenylenoxid COC1=C2C(=CC(=C1)O2)OC